OC(=O)C(F)(F)F.ClC1=CC2=C(CNCC2C2=C(C=CC=C2)C2=CC=NC=C2)S1 2-chloro-4-(2-(pyridin-4-yl)phenyl)-4,5,6,7-tetrahydrothieno[2,3-c]pyridine TFA salt